N-(2-(2H-pyrazolo[3,4-c]pyridin-2-yl)benzyl)-2-chloro-9-isopropyl-9H-purin-6-amine N=1N(C=C2C1C=NC=C2)C2=C(CNC1=C3N=CN(C3=NC(=N1)Cl)C(C)C)C=CC=C2